(S)-1-(2-bromophenyl)ethan-1-amine hydrochloride Cl.BrC1=C(C=CC=C1)[C@H](C)N